4-((8-isopropyl-2-methylpyrazolo[1,5-a][1,3,5]triazine-4-yl)amino)piperidine-1-carboxylic acid (3-fluoroazetidine-3-yl)methyl ester FC1(CNC1)COC(=O)N1CCC(CC1)NC1=NC(=NC=2N1N=CC2C(C)C)C